N-((R)-difluorocyclobutyl)acetamide FC1(CC(C1)NC(C)=O)F